C([C@@H]1[C@@H]([C@@H]([C@H]([C@H](O1)OP(=O)(O)[O-])[NH3+])O)O)O The molecule is a zwitterion resulting from the transfer of a proton from the phosphate group to the amino group of alpha-D-galactosamine 1-phosphate. It is a conjugate acid of an alpha-D-galactosamine 1-phosphate(1-). It is a tautomer of an alpha-D-galactosamine 1-phosphate.